C1(CC1)N1N=CC(=C1)[C@H]1CN(CCO1)C1=NC2=NC(=C(N=C2C(=N1)C1=C(C=C(C=C1)C)F)C)C 2-((2S)-2-(1-cyclopropyl-1H-pyrazol-4-yl)-4-morpholinyl)-4-(2-fluoro-4-methylphenyl)-6,7-dimethylpteridine